C1=CC=CC=2C3=CC=CC=C3C(C12)(C1=CC=C(C=C1)O)C1=CC=C(C=C1)O 4,4'-(9H-fluorene-9,9-diyl)bisphenol